ClC1=C(OCCNC(=O)NC=2C=C3C(N(C(C3=CC2)=O)C2C(NC(CC2)=O)=O)=O)C(=CC(=C1)C(C)(C)C1=CC=C(C=C1)OCC1=NC(=NC=C1)NS(=O)(=O)C)C#N 1-[2-[2-chloro-6-cyano-4-[1-[4-[[2-(methanesulfonamido)pyrimidin-4-yl]methoxy]phenyl]-1-methyl-ethyl]phenoxy]ethyl]-3-[2-(2,6-dioxo-3-piperidyl)-1,3-dioxo-isoindolin-5-yl]urea